CCCCCCCCCC#CO undecynol